NCCCCCCCCN 1,8-Diaminooctane